FC=1C=C(C=CC1)C1N(CCCCC1)C(=O)C1=C(OC=2N=CN=C(C21)NC2(CC2)C)C 5-[2-(3-fluorophenyl)azepane-1-carbonyl]-6-methyl-N-(1-methylcyclopropyl)furo[2,3-d]pyrimidin-4-amine